C[Si](C)(C)[Si]([Si](C)(C)C)([Si](C)(C)C)[K] tris(trimethylsilyl)silyl-potassium